FC(C=1C=C(C=C(C1)C(F)(F)F)[C@@H](C)O)(F)F (R)-1-[3,5-di(trifluoromethyl)phenyl]ethanol